N[C@H](C)C=1C=C(C=C2C(C=C(OC12)C1CCC(CC1)(F)F)=O)C (R)-8-(1-aminoethyl)-2-(4,4-difluorocyclohexyl)-6-methyl-4H-chromen-4-one